2-(2-(chloromethyl)phenyl)-tetrahydro-2H-pyran ClCC1=C(C=CC=C1)C1OCCCC1